1-(exo-3-((4-((4-([1,2,4]Triazolo[1,5-a]pyridin-7-yloxy)-3-methylphenyl)amino)pyrido[3,4-d]pyrimidin-6-yl)oxy)-8-azabicyclo[3.2.1]octan-8-yl)prop-2-en-1-one N=1C=NN2C1C=C(C=C2)OC2=C(C=C(C=C2)NC=2C1=C(N=CN2)C=NC(=C1)OC1CC2CCC(C1)N2C(C=C)=O)C